C(CCCCCC)OC(CCCC)=O heptylvalerate